1,3-bis(naphthyl)acetone C1(=CC=CC2=CC=CC=C12)CC(=O)CC1=CC=CC2=CC=CC=C12